CC(C)(C1=CC=C(C=C1)OC1=C2C(OC(C2=CC=C1)=O)=O)C1=CC=C(C=C1)OC1=C2C(OC(C2=CC=C1)=O)=O [1-methyl-1,1-ethanediylbis(1,4-phenylene)bisoxy]bis(isobenzofuran-1,3-dione)